(R) or (S)-3-[[1-[3-[(2,2-difluoro-1,3-benzodioxol-5-yl)-methylcarbamoyl]phenyl]-3-(trifluoromethyl)-4,5,6,7-tetrahydroindazol-7-yl]oxy]benzoic acid FC1(OC2=C(O1)C=CC(=C2)N(C(=O)C=2C=C(C=CC2)N2N=C(C=1CCC[C@H](C21)OC=2C=C(C(=O)O)C=CC2)C(F)(F)F)C)F |o1:26|